FC(C1=CC=C(C(=O)N2CCC=3C2=CN=CC3C3=CC=C(C#N)C=C3)C=C1)(F)F 4-(1-(4-(Trifluoromethyl)benzoyl)-2,3-dihydro-1H-pyrrolo[2,3-c]pyridin-4-yl)benzonitrile